BrC=1C=C(C=NC1)C(C)=O 1-(5-bromopyridin-3-yl)ethanone